phenyl (5-(((tertbutyldimethylsilyl)oxy)methyl)-2-chloropyridin-4-yl)carbamate C(C)(C)(C)[Si](OCC=1C(=CC(=NC1)Cl)NC(OC1=CC=CC=C1)=O)(C)C